[Cu].C1(=CC=CC=C1)C(CC(CC)=O)=O.C1(=CC=CC=C1)C(CC(CC)=O)=O.[Cu] copper bis(1-phenylpentane-1,3-dione) copper